FC1=C(OC2=CC=NC3=CC(=C(C=C23)C(=O)NC)OC)C=CC(=C1)NC(=S)NC(CC1=CC=CC=C1)=O 4-(2-fluoro-4-(3-(2-phenylacetyl)thioureido)phenoxy)-7-methoxy-N-methylquinoline-6-carboxamide